N/C(/C(=O)O)=C\C=C(C(=O)O)C(=O)O 2-amino-5-carboxymuconic acid